1-(3-(1,3-Dioxolan-2-yl)-5,6-dimethylpyridin-2-yl)-3-methylbutan O1C(OCC1)C=1C(=NC(=C(C1)C)C)CCC(C)C